(S)-(-)-1-hydroxy-2,3-propylene oxide OC[C@H]1CO1